C1(CCC1)CNC1=C(C=C2C=NC(=NC2=C1)CSC1CCNCC1)F 7-((cyclobutylmethyl)amino)-6-fluoro-2-((piperidin-4-ylthio)methyl)quinazolin